2-difluoromethoxy-4-(1,1,1,2,3,3,3-heptafluoroprop-2-yl)aniline tris(3,5-di-t-butyl-4-hydroxyphenyl)phosphite C(C)(C)(C)C=1C=C(C=C(C1O)C(C)(C)C)OP(OC1=CC(=C(C(=C1)C(C)(C)C)O)C(C)(C)C)OC1=CC(=C(C(=C1)C(C)(C)C)O)C(C)(C)C.FC(OC1=C(N)C=CC(=C1)C(C(F)(F)F)(C(F)(F)F)F)F